FC1=C(C=CC=C1C(=O)C1=CNC2=NC=C(C=C21)C=2C=NC(=CC2)C)N2CCCC2 N-[2-fluoro-3-[5-(6-methyl-3-pyridyl)-1H-pyrrolo[2,3-b]pyridine-3-carbonyl]phenyl]pyrrolidine